(2S,4R)-1-((S)-2-Amino-3,3-dimethyl-butanoyl)-4-hydroxy-N-(4-(4-methylthiazol-5-yl)benzyl)pyrrolidine-2-carboxamide N[C@H](C(=O)N1[C@@H](C[C@H](C1)O)C(=O)NCC1=CC=C(C=C1)C1=C(N=CS1)C)C(C)(C)C